Methyl 3,5-dimethyl-4-oxo-4,5-dihydrothiophene-2-carboxylate CC1=C(SC(C1=O)C)C(=O)OC